methyl (S)-7-bromo-1,2,3,4-tetrahydroisoquinoline-3-carboxylate BrC1=CC=C2C[C@H](NCC2=C1)C(=O)OC